(R)-5-(2-(hydroxymethyl)azetidine-1-carbonyl)-1-isobutyl-3-methyl-6-(naphthalen-1-ylmethyl)-1,6-dihydro-2H-pyrrolo[3,4-d]pyrimidine-2,4(3H)-dione OC[C@@H]1N(CC1)C(=O)C=1N(C=C2N(C(N(C(C21)=O)C)=O)CC(C)C)CC2=CC=CC1=CC=CC=C21